(2S)-2-Amino-3-fluoro-3-methyl-N-[3-methyl-4-(2-methyl-1H-pyrrolo[2,3-b]pyridin-4-yl)phenyl]butanamide N[C@@H](C(=O)NC1=CC(=C(C=C1)C1=C2C(=NC=C1)NC(=C2)C)C)C(C)(C)F